ClC=C(CCCCCC)Cl 1,2-dichlorooctene